1,3-bis((2-hydroxyethoxy)methyl)benzene diacrylate C(C=C)(=O)O.C(C=C)(=O)O.OCCOCC1=CC(=CC=C1)COCCO